ClC=1C=C2C=CN=CC2=C(C1)C1N(CCC1)C(=O)[O-] 2-(6-chloroisoquinolin-8-yl)pyrrolidine-1-carboxylate